2-methylthioNO-isopentenyladenosine CC=1N=C(C=2N=CN([C@]3([C@H](O)[C@H](O)[C@@H](C(O)=S)O3)CCC(=C)C)C2N1)N